N-(6-((1H-pyrazol-1-yl)methyl)-4-methoxybenzo[d]isoxazol-3-yl)-2-cyclobutyloxy-5-isopropylbenzenesulfonamide N1(N=CC=C1)CC1=CC2=C(C(=NO2)NS(=O)(=O)C2=C(C=CC(=C2)C(C)C)OC2CCC2)C(=C1)OC